C1(CC1)C=1C(=CC(=C(C1)NC=1N=C(C2=C(N1)NC=C2)NC=2C(=C1N=CC=NC1=CC2)P(C)(C)=O)OC)N2CCN(CC2)C (6-((2-((5-cyclopropyl-2-methoxy-4-(4-methylpiperazin-1-yl)phenyl)amino)-7H-pyrrolo[2,3-d]pyrimidin-4-yl)amino)quinoxalin-5-yl)dimethylphosphine oxide